NCC1=NC(=NO1)C=1N(C2=CC=CC(=C2C1)N[C@H]1[C@H](CN(CC1)C(=O)OC(C)(C)C)F)CC(F)(F)F tert-butyl (3S,4R)-4-[[2-[5-(aminomethyl)-1,2,4-oxadiazol-3-yl]-1-(2,2,2-trifluoroethyl)indol-4-yl]amino]-3-fluoropiperidine-1-carboxylate